(S)-N-(7,8-Dichloro-1,5,5-trimethyl-2-oxo-1,2,3,4,5,6-hexahydroazepino[4,5-b]indol-10-yl)-2-hydroxyacetamide ClC1=C(C=C(C=2C3=C(NC12)C(CNC([C@H]3C)=O)(C)C)NC(CO)=O)Cl